N-(6-((5-bromo-2-((4-(4-(dimethylamino)piperidin-1-yl)-2-methoxy-5-(1-methyl-1H-pyrazol-4-yl)phenyl)amino)pyrimidin-4-yl)amino)quinoxalin-5-yl)methanesulfonamide BrC=1C(=NC(=NC1)NC1=C(C=C(C(=C1)C=1C=NN(C1)C)N1CCC(CC1)N(C)C)OC)NC=1C(=C2N=CC=NC2=CC1)NS(=O)(=O)C